pyrene-2,7-dicarboxylate C1=C(C=C2C=CC3=CC(=CC4=CC=C1C2=C34)C(=O)[O-])C(=O)[O-]